C1(CC1)COC=1C(OC(C1C1=CC=C(C=C1)S(=O)(=O)C)(C)C)=O 3-(cyclopropylmethoxy)-5,5-dimethyl-4-(4-methylsulfonylphenyl)-furan-2-one